FC1=C(C=CC=C1)C1=CN(C=2N=CN=C(C21)N2C[C@H](N(C[C@@H]2C)C(C(C)C)=O)C)C2=NC=CC(=C2)F 1-((2R,5S)-4-(5-(2-fluorophenyl)-7-(4-fluoropyridin-2-yl)-7H-pyrrolo[2,3-d]pyrimidin-4-yl)-2,5-dimethylpiperazin-1-yl)-2-methylpropan-1-one